3-chloro-N-(3-(3-(pyridin-3-yl)quinoxaline-6-carbonyl)phenyl)-4-(trifluoromethyl)benzamide ClC=1C=C(C(=O)NC2=CC(=CC=C2)C(=O)C=2C=C3N=C(C=NC3=CC2)C=2C=NC=CC2)C=CC1C(F)(F)F